O[C@H]([C@@H](C)NC(=O)C1=CC2=CC=CC(=C2C=C1)OC1=CC=C(C=C1)C(F)(F)F)CO N-((2R,3R)-3,4-dihydroxybutan-2-yl)-5-(4-(trifluoromethyl)phenoxy)-2-naphthamide